OP(O)(=O)OP(=O)(O)O.C1(C(CCCC1)N)N 1,2-cyclohexanediamine (dihydrogenpyrophosphate)